n-methyl-3-(4,4,5,5-tetramethyl-1,3,2-dioxaborolan-2-yl)anilinebenzoic acid, benzyl ester CN(C1=CC(=CC=C1)B1OC(C(O1)(C)C)(C)C)C1=CC=CC=C1C(=O)OCC1=CC=CC=C1